2-(1-(4-(3-Methyl-8-(1-methyl-1H-indazol-5-yl)-7-(1-methyl-1H-pyrazol-4-yl)-2-oxo-3,6-dihydroimidazo[4,5-d]pyrrolo[2,3-b]pyridin-1(2H)-yl)piperidin-1-yl)cyclobutyl)acetonitril CN1C(N(C2=C3C(=NC=C21)NC(=C3C=3C=C2C=NN(C2=CC3)C)C=3C=NN(C3)C)C3CCN(CC3)C3(CCC3)CC#N)=O